hexyl-dodecyl-salicylic acid C(CCCCC)C1=C(C(C(=O)O)=CC=C1)OCCCCCCCCCCCC